7-((4-fluorophenyl)amino)-2,3-dihydro-cyclopenta[c]chromen-4(1H)-one FC1=CC=C(C=C1)NC=1C=CC=2C3=C(C(OC2C1)=O)CCC3